C1(=CC(=CC=C1)N1C2=CC=CC=C2C=2C=C(C=CC12)B1OC(C(O1)(C)C)(C)C)C1=CC=CC=C1 9-[1,1'-biphenyl]-3-yl-3-(4,4,5,5-tetramethyl-1,3,2-dioxaborolan-2-yl)-9H-carbazole